4-(2-Nitrophenyl)piperazine-1-carboxylic acid tert-butyl ester C(C)(C)(C)OC(=O)N1CCN(CC1)C1=C(C=CC=C1)[N+](=O)[O-]